NC=1N=C(N2C1[C@H](N(CC2)C(=O)C2=CC=C(C=C2)F)C)C2=NC(=NS2)C (R)-(1-Amino-8-methyl-3-(3-methyl-1,2,4-thiadiazol-5-yl)-5,6-dihydroimidazo[1,5-a]pyrazine-7(8H)-yl)(4-fluorophenyl)methanone